N[C@H](CC(=O)N1CCN(CC1)C(C1=C(C=C(C=C1)NC=1C=2N(C=CN1)C(=CN2)C2=CC=C(C=C2)OC(F)F)C)=O)C (3S)-3-amino-1-[4-[4-[[3-[4-(difluoromethoxy)phenyl]imidazo[1,2-a]pyrazin-8-yl]amino]-2-methylbenzoyl]piperazin-1-yl]butan-1-one